FC=1C(=NC=CC1CC=1C=NC=C(C1C)NC1=C(C=C(C=C1)C)F)NS(N)(=O)=O 3-fluoro-4-[[5-(2-fluoro-4-methyl-anilino)-4-methyl-3-pyridinyl]methyl]-2-(sulfamoylamino)pyridine